CN1CC(C1)(C)[C@@](O)(C1=CC=C(C=C1)C(C)C)C1=C(C(=CC=C1)C1=NOC(=N1)C1CCOCC1)F (S)-(1,3-Dimethyl-azetidin-3-yl)-{2-fluoro-3-[5-(tetrahydro-pyran-4-yl)-[1,2,4]oxadiazol-3-yl]-phenyl}-(4-isopropyl-phenyl)-methanol